ClC1=CC=C(C=C1)N1N=C(N=C1)C(=O)N(C1=CC=C(C=C1)[N+](=O)[O-])C 1-(4-chlorophenyl)-N-methyl-N-(4-nitrophenyl)-1H-1,2,4-triazole-3-carboxamide